2-butyldecane C(CCC)C(C)CCCCCCCC